C1OC2=CC=C(C=C2O1)NCCO 4-methylenedioxy-1-[(beta-hydroxyethyl)amino]benzene